P(=O)(OC[C@@H](COC(CCCCCCCCCCCCCCC)=O)OC(CCCC1OC1/C=C/1\C(C=CC1=O)C\C=C/CCCCC)=O)(OCC[N+](C)(C)C)[O-] [(2R)-3-hexadecanoyloxy-2-[4-[3-[(E)-[2-[(Z)-oct-2-enyl]-5-oxocyclopent-3-en-1-ylidene]methyl]oxiran-2-yl]butanoyloxy]propyl] 2-(trimethylazaniumyl)ethyl phosphate